FC(C1=NN=C(O1)C=1C=CC(=NC1)CN1C(C2=CC=C(C=C2C(C1=O)(C)C)N1CCN(CC1)C1=NC=CC=N1)=O)F 2-((5-(5-(difluoromethyl)-1,3,4-oxadiazole-2-yl)pyridine-2-yl)methyl)-4,4-dimethyl-6-(4-(pyrimidine-2-yl)piperazine-1-yl)isoquinoline-1,3(2H,4H)-dione